NC(CCCC)O 1-amino-amyl alcohol